5-bromo-3-methoxy-1,3-dimethyl-2-oxoindoline-6-carboxylic acid BrC=1C=C2C(C(N(C2=CC1C(=O)O)C)=O)(C)OC